N1=NNCCCCCCC1 triazacyclodecene